CC1=CC=C(C=C1)S(=O)(=O)O.CC1=CC=C(C=C1)S(=O)(=O)O.FC=1C=C(C#N)C=CC1COC1=NC(=NC=C1)N1CC=2CNCC2C1 3-fluoro-4-(((2-(3,4,5,6-tetrahydropyrrolo[3,4-c]pyrrol-2(1H)-yl)pyrimidin-4-yl)oxy)methyl)benzonitrile bis(4-methylbenzenesulfonate)